N-(2-methoxy-6-pyridazin-3-yl-3-pyridinyl)-5-methyl-3-phenyl-isoxazole-4-carboxamide COC1=NC(=CC=C1NC(=O)C=1C(=NOC1C)C1=CC=CC=C1)C=1N=NC=CC1